CS(=O)(=O)OCC=1C=NC(=CC1)C1=CC=C(C=C1)CO[Si](C)(C)C(C)(C)C [6-[4-[[tert-butyl(dimethyl)silyl]oxymethyl]phenyl]-3-pyridyl]methyl methanesulfonate